[O-]S(=O)(=O)C(F)(F)F.C(CCCCCCC)[N+]1(CCCCC1)CCCC 1-Octyl-1-butylpiperidinium triflat